tert-butyl N-(3-iodo-4,5,6,7-tetrahydrobenzothiophen-6-yl)-N-methyl-carbamate IC1=CSC2=C1CCC(C2)N(C(OC(C)(C)C)=O)C